4-(3-(Benzo[d]oxazol-2-yl)-2-methoxyphenylamino)-2-(1-(1,3,5-trimethyl-1H-pyrazol-4-yl)ethylamino)pyrimidine-5-carboxamide O1C(=NC2=C1C=CC=C2)C=2C(=C(C=CC2)NC2=NC(=NC=C2C(=O)N)NC(C)C=2C(=NN(C2C)C)C)OC